(+/-)-N-{[3-(4-{[(3R,4S)-3-fluoro-1-methylpiperidin-4-yl]amino}-1-(2,2,2-trifluoroethyl)-1H-indol-2-yl)-1,2,4-oxadiazol-5-yl]methyl}benzamide F[C@@H]1CN(CC[C@@H]1NC1=C2C=C(N(C2=CC=C1)CC(F)(F)F)C1=NOC(=N1)CNC(C1=CC=CC=C1)=O)C |r|